BrC1=C(C=CC=C1F)S(=O)(=O)N(COC)C1=NOC(=C1C)C 2-bromo-N-(4,5-dimethylisoxazol-3-yl)-3-fluoro-N-(methoxymethyl)benzenesulfonamide